C(C1=CC=CC=C1)OC[C@H](O)[C@@H]1C[C@@H]2[C@@H](OC(O2)(C)C)O1 (S)-2-(Benzyloxy)-1-((3aR,5S,6aR)-2,2-dimethyltetrahydrofuro[2,3-d][1,3]dioxol-5-yl)ethan-1-ol